NC1=NC=2C3=C(C(CC2C=N1)(C)C)C(=NN3)C(=O)NC3=CC(=CC=C3)CN3CCC(CC3)N(C)C 8-amino-N-(3-{[4-(dimethylamino)piperidin-1-yl]methyl}phenyl)-4,4-dimethyl-4,5-dihydro-1H-pyrazolo[4,3-H]quinazoline-3-carboxamide